2-[6-(4-ethyl-1,11-dioxa-4,8-diazaspiro[5.6]dodecan-8-yl)pyridazin-3-yl]-3,5-dimethyl-phenol C(C)N1CCOC2(C1)CN(CCOC2)C2=CC=C(N=N2)C2=C(C=C(C=C2C)C)O